2-[[4-(4-amino-3,5-dichloro-phenyl)-1-oxo-isoindolin-2-yl]methyl]prop-2-enamide NC1=C(C=C(C=C1Cl)C1=C2CN(C(C2=CC=C1)=O)CC(C(=O)N)=C)Cl